OCC1C2(COC(O2)(C)C)C(CO1)CC(=O)[O-] 6-(hydroxymethyl)-2,2-dimethyl-1,3,7-trioxaspiro[4.4]nonane-9-acetate